(R)-2-amino-4-methylpentanamide hydrochloride Cl.N[C@@H](C(=O)N)CC(C)C